4-(4-morpholinyl)-2-hydroxy-4,5,6-trimethoxychalcone N1(CCOCC1)C1(CC(=C(C(=C1OC)OC)\C=C\C(=O)C1=CC=CC=C1)O)OC